(R)-5-((2-(2-cyano-4-methoxyphenyl)-2-azaspiro[3.3]heptan-6-yl)oxy)-2'-ethoxy-N-(pyrrolidin-3-yl)-[2,3'-bipyridine]-6-carboxamide formate C(=O)O.C(#N)C1=C(C=CC(=C1)OC)N1CC2(C1)CC(C2)OC=2C=CC(=NC2C(=O)N[C@H]2CNCC2)C=2C(=NC=CC2)OCC